COC1=NC(=CC=C1NC1=CC=NC2=CC(=CC=C12)C)OCCOC N-(2-methoxy-6-(2-methoxy-ethoxy)pyridin-3-yl)-7-meth-ylquinolin-4-amine